2-(2-methyl-4H-1-benzopyran-4-ylidene)malononitrile CC=1OC2=C(C(C1)=C(C#N)C#N)C=CC=C2